CN1C(C=2C=CC=C(NC3=NC=C4C=C(C(N(CCC1)C4=N3)=O)N3CCNC4=C(C=CC=C34)C)C2)=O 9-methyl-15-(5-methyl-3,4-dihydro-2H-quinoxalin-1-yl)-2,9,13,19,20-pentazatetracyclo[11.6.2.13,7.017,21]docosa-1(19),3,5,7(22),15,17,20-heptaene-8,14-dione